(5-((tetradecan-7-yloxy) methyl) furan-2-yl) methanesulfonate CS(=O)(=O)OC=1OC(=CC1)COC(CCCCCC)CCCCCCC